(R)-2'-ethoxy-5-fluoro-N-(pyrrolidin-3-yl)-[2,3'-bipyridine]-6-carboxamide C(C)OC1=NC=CC=C1C1=NC(=C(C=C1)F)C(=O)N[C@H]1CNCC1